benzophenanthrenyl(naphthylphenyl)anthracene-d8 C1(=C2C=3C=CC=CC3C3=C(C2=CC=C1)C=CC=C3)C3=C1C(=C(C(=C(C1=C(C=1C(=C(C(=C(C31)[2H])[2H])[2H])[2H])[2H])[2H])[2H])[2H])C3=C(C=CC=C3)C3=CC=CC1=CC=CC=C31